Cl.O=C1NC(CCC1C1=CC=C(N=N1)N1CCC(CC1)C(=O)N1CCC(CC1)(C(=O)O)C)=O 1-{1-[6-(2,6-DIOXOPIPERIDIN-3-YL)PYRIDAZIN-3-YL]PIPERIDINE-4-CARBONYL}-4-METHYLPIPERIDINE-4-CARBOXYLIC ACID HYDROCHLORIDE